4-(5-(2-(3-fluorophenoxy)pyridin-3-yl)-2-(pyridin-4-yl)pyrazolo[1,5-a]pyrimidin-7-yl)morpholine FC=1C=C(OC2=NC=CC=C2C2=NC=3N(C(=C2)N2CCOCC2)N=C(C3)C3=CC=NC=C3)C=CC1